FC(C(C(C(F)(F)F)(F)F)(F)F)(S(=O)(=O)[O-])F.C(C)(=O)C1=CC=C(C=C1)SC1=C(C=C(C=C1)[S+](C1=CC=CC=C1)C1=CC=CC=C1)C 4-(4-acetylphenylsulfanyl)-3-methylphenyldiphenylsulfonium perfluorobutanesulfonate